N/C(/SC)=N\C(OCC1=CC=CC=C1)=O (E)-Benzyl (amino(methylthio)methylene)carbamate